C1(CC1)C1=NN(C(=C1)C1CC1)CC(=O)OCC Ethyl 2-(3,5-dicyclopropylpyrazol-1-yl)acetate